Cl.N1(CCNCC1)CC1=CC=C(C=C1)NC1=NC(=NC=2C=NNC(C21)=O)N2CCCC2 4-((4-(piperazin-1-ylmethyl)phenyl)amino)-2-(pyrrolidin-1-yl)pyrimido[4,5-d]pyridazin-5(6H)-one hydrochloride